1-(2-((6-methylpyridin-3-yl)propan-2-yl)-3-(2-(thiophen-2-yl)ethyl)pyrrolidin-3-yl)-1,3,4-thiadiazole citrate C(CC(O)(C(=O)O)CC(=O)O)(=O)O.CC1=CC=C(C=N1)CC(C)C1NCCC1(CCC=1SC=CC1)S1C=NN=C1